C1CCC12CN(CC2)C=2OC1=C(N2)C=CC=C1 2-(6-Azaspiro[3.4]octan-6-yl)-1,3-benzoxazole